Cl.CN1C2=C(C(=C(C1=O)C(F)(F)F)C)CNC2 1,4-Dimethyl-3-(trifluoromethyl)-1,5,6,7-tetrahydro-2H-pyrrolo[3,4-b]pyridin-2-one Hydrochloride